CN1CCNCCC1 1-Methyl-homopiperazine